N1C2=C(N=CC=C1)N=CC=C2 Pyrido[3,2-b][1,4]Diazepine